4-(hydroxymethyl)-7,7-dimethyl-6,7-dihydro-5H-cyclopenta[b]pyridine-2-carboxylic acid lithium [Li].OCC1=C2C(=NC(=C1)C(=O)O)C(CC2)(C)C